NC1=CC=2C(=C3C(=NC2C=C1F)C1=CC2=C(C(N1C3)=O)COC([C@]2(O)CC)=O)CN(C(OCCO)=O)C 2-hydroxyethyl (S)-((9-amino-4-ethyl-8-fluoro-4-hydroxy-3,14-dioxo-3,4,12,14-tetra-hydro-1H-pyrano[3',4':6,7]-indolizino[1,2-b]quinolin-11-yl)methyl)(methyl)carbamate